tert-butyl (5-(2,3-dihydrobenzofuran-7-carboxamido)pyrazin-2-yl)carbamate O1CCC2=C1C(=CC=C2)C(=O)NC=2N=CC(=NC2)NC(OC(C)(C)C)=O